4-(3-(2-chloro-3-(3-(4-hydroxypiperidin-1-yl)propoxy)phenyl)anilino)benzisothiazol Oxygen [O].ClC1=C(C=CC=C1OCCCN1CCC(CC1)O)C=1C=C(NC2=CC=CC3=C2C=NS3)C=CC1